ClC=1NN=C2C1N(C(N=C2N2[C@H](CN([C@@H](C2)C)[C@H](C)C=2C=C1N=CC=NC1=CC2)C)=O)C C3-chloro-7-((2S,5R)-2,5-dimethyl-4-((R)-1-(quinoxalin-6-yl)ethyl)piperazin-1-yl)-4-methyl-2,4-dihydro-5H-pyrazolo[4,3-d]pyrimidin-5-one